(2S,3R,4R,5S)-1-(2-fluorophenylethyl)-2-(hydroxymethyl)piperidine-3,4,5-triol FC1=C(C=CC=C1)CCN1[C@H]([C@H]([C@@H]([C@H](C1)O)O)O)CO